C1=CC=CC=2C3=CC=CC=C3N(C12)C1=CC=C(C=C1)C1C2=CC=CC=C2C=2C=CC=CC12 9-[4-(carbazol-9-yl)phenyl]-9H-fluorene